C(#N)C1(CC1)C=1C=C(C=CC1)NC1=NC(=NC=C1C(=O)N)NC1=C(C=C2CCN(CC2=C1)C)OC 4-{[3-(1-cyanocyclopropyl)phenyl]amino}-2-[(6-methoxy-2-methyl-1,2,3,4-tetrahydroisoquinolin-7-yl)amino]pyrimidine-5-carboxamide